(2-((1S,3S,5S)-3-cyano-2-azabicyclo[3.1.0]hex-2-yl)-2-oxoethyl)-2,7-dimethylquinoline-4-carboxamide C(#N)[C@H]1N([C@H]2C[C@H]2C1)C(CC=1C(=NC2=CC(=CC=C2C1C(=O)N)C)C)=O